7-(Phenyl(pyridin-2-ylamino)methyl)-2-methylquinolin-8-ol C1(=CC=CC=C1)C(C1=CC=C2C=CC(=NC2=C1O)C)NC1=NC=CC=C1